C(CCCCCC)C(O)C(O)CO n-heptylglycerin